(4-methoxy-2-methylpyridin-3-yl)methanol COC1=C(C(=NC=C1)C)CO